6-glycidoxyhexyl-tributoxysilane C(C1CO1)OCCCCCC[Si](OCCCC)(OCCCC)OCCCC